OC1=C(C=CC=C1)C(C)NC1=CC(N(C(N1)=O)C(C)C)=O 6-((1-(2-hydroxyphenyl)ethyl)amino)-3-isopropylpyrimidine-2,4(1h,3h)-dione